(S)-(3-(1-amino-6-(3-methoxyprop-1-yn-1-yl)-1,3-dihydrospiro[indene-2,4'-piperidin]-1'-yl)-6-((2-aminopyrimidin-4-yl)thio)pyrazin-2-yl)methanol N[C@@H]1C2=CC(=CC=C2CC12CCN(CC2)C=2C(=NC(=CN2)SC2=NC(=NC=C2)N)CO)C#CCOC